methyl 4-(pyrrolidin-3-yl)benzoate hydrochloride Cl.N1CC(CC1)C1=CC=C(C(=O)OC)C=C1